(1R,5S,6R)-2,5,6-trimethylcyclohex-2-en-1-ol CC=1[C@@H]([C@@H]([C@H](CC1)C)C)O